NC=1C(=NC(=C(N1)C=1OC=CN1)C=1C=CC=2N(C1)C(=CN2)C)C(=O)NC[C@@H]2COCC2 (R)-3-amino-6-(3-methylimidazo[1,2-a]pyridin-6-yl)-5-(oxazol-2-yl)-N-((tetrahydrofuran-3-yl)methyl)pyrazine-2-carboxamide